(2R)-N-(3-((1-(2-aminoquinolin-4-yl)ethyl)carbamoyl)-4-methylphenyl)piperidine-2-carboxamide NC1=NC2=CC=CC=C2C(=C1)C(C)NC(=O)C=1C=C(C=CC1C)NC(=O)[C@@H]1NCCCC1